FC1=C(CNC=2C=C3N(C(N2)=O)C[C@@H]2N3CCC2)C=CC(=C1)F (R)-3-((2,4-difluorobenzyl)amino)-7,8,8a,9-tetrahydropyrrolo[1',2':3,4]imidazo[1,2-c]pyrimidin-1(6H)-one